2-methyl-N-[2-oxo-2-(2,2,2-trifluoroethylamino)ethyl]-4-[(5S)-5-[3-bromo-2-fluoro-5-(trifluoromethyl)phenyl]-5-(trifluoromethyl)-4H-isoxazol-3-yl]benzamide CC1=C(C(=O)NCC(NCC(F)(F)F)=O)C=CC(=C1)C1=NO[C@](C1)(C(F)(F)F)C1=C(C(=CC(=C1)C(F)(F)F)Br)F